FC=1C=C(C=CC1)C1=CC=CC(=N1)C(C(=O)N1CC2=C(N=C(NC2=O)C2(CC2)C2=CC=CC=C2)CC1)O 6-(2-(6-(3-fluorophenyl)pyridin-2-yl)-2-hydroxyacetyl)-2-(1-phenylcyclopropyl)-5,6,7,8-tetrahydropyrido[4,3-d]pyrimidin-4(3H)-one